C1(CCCCC1)NC(=O)C=1C(=C2C=CC(OC2=CC1CCCCC)(CCC=C(C)C)C)O N-cyclohexyl-5-hydroxy-2-methyl-2-(4-methylpent-3-en-1-yl)-7-pentyl-2H-chromen-6-carboxamide